1,2-dihexadecyl-rac-glycero-3-phosphocholine C(CCCCCCCCCCCCCCC)OC[C@@H](OCCCCCCCCCCCCCCCC)COP(=O)([O-])OCC[N+](C)(C)C |r|